FC1=C(OC2CCC(CC2)C(=O)O)C=C(C(=C1)OC)C(NC1C2CCC(C1C(NC1=CC(=CC(=C1)S(F)(F)(F)(F)F)F)=O)C2)=O 4-(2-fluoro-5-((3-((3-fluoro-5-(pentafluoro-λ6-sulfaneyl)phenyl)carbamoyl)bicyclo[2.2.1]heptan-2-yl)carbamoyl)-4-methoxyphenoxy)cyclohexane-1-carboxylic acid